(7R,14R)-1-(difluoromethoxy)-6-(methyl-d3)-11-((1-(methylsulfonyl)azetidin-3-yl)ethynyl)-6,7-dihydro-7,14-methanobenzo[f]benzo[4,5]imidazo[1,2-a][1,4]diazocin-5(14H)-one FC(OC1=CC=CC=2C(N([C@H]3C=4N([C@@H](C21)C3)C3=C(N4)C=CC(=C3)C#CC3CN(C3)S(=O)(=O)C)C([2H])([2H])[2H])=O)F